(2R,3S)-2-amino-3-cyclopropyl-3-(1H-indol-3-yl)propanoic acid N[C@@H](C(=O)O)[C@H](C1=CNC2=CC=CC=C12)C1CC1